NCCNCCNCCNCCNCCN pentaethylen-hexamine